C(C)(=O)O[C@H]1CCC2C3CCC=4C=C(C(=CC4C3CC[C@]12C)OC)OS(=O)(=O)C1=CC=C(C=C1)[N+](=O)[O-] (13S,17S)-2-methoxy-13-methyl-3-(((4-nitrophenyl)sulfonyl) oxy)-7,8,9,11,12,13,14,15,16,17-decahydro-6H-cyclopenta[a]phenanthren-17-yl acetate